[Mo].ClC1=CC=C(OC2=CC=C(C=N2)CN2C(C(=C(CC2)O)C(=O)NCC(=O)O)=O)C=C1 N-[(1-{[6-(4-chlorophenoxy)-3-pyridinyl]methyl}-4-hydroxy-2-oxo-1,2,5,6-tetrahydro-3-pyridinyl)carbonyl]glycine Molybdenum